C(C(C)C)C1=C(NC)C=C(C(=C1)N1CCN(CC1)CC=1N=NC=CC1)C=1N=NNN1 2-isobutyl-N-meth-yl-4-[4-(pyridazin-3-ylmethyl)piperazin-1-yl]-5-(2H-tetrazol-5-yl)aniline